2'-(4-(5-(difluoromethyl)-1,3,4-oxadiazole-2-yl)benzyl)-1'H-spiro[cyclobutane-1,4'-isoquinoline]-1',3'(2'H)-dione FC(C1=NN=C(O1)C1=CC=C(CN2C(C3=CC=CC=C3C3(C2=O)CCC3)=O)C=C1)F